The molecule is a macrolide comprising a fourteen-membered lactone fused to 1,3-dihydroxybenzene; a potent estrogenic metabolite produced by some Giberella species. It has a role as a fungal metabolite and a mycoestrogen. It is a macrolide and a member of resorcinols. C[C@H]1CCCC(=O)CCC/C=C/C2=C(C(=CC(=C2)O)O)C(=O)O1